COC=1C=C2C(C(N(C(C2=CC1)=O)C)=O)(C[Se]C#N)C 6-methoxy-2,4-dimethyl-4-(selenocyanatomethyl)isoquinoline-1,3(2H,4H)-dione